ethyl-1,4-dioxane C(C)C1OCCOC1